2-ethyl-5-methoxy-1-(1-propyl-1H-pyrazol-4-yl)-1H-indole-3-carboxylic acid C(C)C=1N(C2=CC=C(C=C2C1C(=O)O)OC)C=1C=NN(C1)CCC